4-(7-fluoro-1-(pyridazin-3-ylmethyl)-benzimidazol-2-yl)-1,2,5-thiadiazol-3-amine FC1=CC=CC2=C1N(C(=N2)C=2C(=NSN2)N)CC=2N=NC=CC2